5-Ethynyl-6-fluoronaphthalen-2-ol trifluoroacetate salt FC(C(=O)O)(F)F.C(#C)C1=C2C=CC(=CC2=CC=C1F)O